N=C1C(C(NOC1)=N)=N Triiminooxazine